O=C1NC(CC[C@H]1NC1=CC(=C(C=C1)C1CN(C1)C1CC(C1)C(=O)O)F)=O (1r,3r)-3-(3-(4-((2,6-dioxopiperidin-3-yl)amino)-2-fluorophenyl)azetidin-1-yl)cyclobutane-1-carboxylic acid